BrC=1C=C2C(CC(C2=CC1)=O)(F)F 5-bromo-3,3-difluoro-2,3-dihydro-1H-inden-1-one